ClC=1C=C(OC=2C=CC(=C(N)C2)OC)C=CC1 5-(3-Chloro-phenoxy)-2-methoxyaniline